C(C)(C)(C)OC(=O)N1[C@@H]([C@@H](CC1)N(C)C1=NC(=NC2=C(C(=C(C=C12)Cl)Br)F)Cl)C tert-butyl-(2R,3R)-3-[(7-bromo-2,6-dichloro-8-fluoro-quinazolin-4-yl)-methyl-amino]-2-methyl-pyrrolidine-1-carboxylate